CC1=CC=C(C=C1)NC1=C(C=C(C=C1)NC1CCCCC1)C N-(4-methyl-phenyl)-N'-cyclohexyl-2-methyl-1,4-phenylenediamine